4-[4-(4-methoxyphenyl)-1H-pyrazol-5-yl]benzene-1,3-diol COC1=CC=C(C=C1)C=1C=NNC1C1=C(C=C(C=C1)O)O